CC1(OC2=CC=CC=C2[C@H](C1)NC(=O)[C@H]1[C@@H](C1)C(N1C(N[C@](CC1=O)(C)CC)=[NH2+])C=1C=[NH+]C=CC1)C [(4R)-1-[[(1R,2R)-2-[[(4S)-2,2-dimethylchroman-4-yl]carbamoyl]cyclopropyl]-pyridin-1-ium-3-yl-methyl]-4-ethyl-4-methyl-6-oxo-hexahydropyrimidin-2-ylidene]ammonium